Racemic-tert-butyl N-[1-[4-(2,6-dioxo-3-piperidyl)-2,3-dihydro-1,4-benzoxazin-8-yl]-4-piperidyl]-N-methyl-carbamate O=C1NC(CC[C@H]1N1CCOC2=C1C=CC=C2N2CCC(CC2)N(C(OC(C)(C)C)=O)C)=O |r|